C(C1=CC=CC=C1)OC1CC(C1)C1=C(C=O)C=CC=C1F 2-(3-(benzyloxy)cyclobutyl)-3-fluorobenzaldehyde